OCC1CN(CCC1)C(CNC(=O)C1=CC2=C(N(C(=N2)NC=2SC3=C(N2)C=CC(=C3)OC(F)(F)F)C)C=C1)=O 1-Methyl-2-(6-trifluoromethoxy-benzothiazol-2-ylamino)-1H-benzoimidazole-5-carboxylic acid [2-(3-hydroxymethyl-piperidin-1-yl)-2-oxo-ethyl]-amide